OC=1C=C(C=CC1)C=1C=C(C=C(C1)C(F)(F)F)CN1CCN(CC1)C1=CC=C(C(=O)N)C=C1 4-[4-[[3-(3-hydroxyphenyl)-5-(trifluoromethyl)phenyl]methyl]piperazin-1-yl]benzamide